NC1=CC(=C(OC=2C=C(C(=NC2)OC)N2C(CCC2)=O)C(=C1)Cl)Cl 1-(5-(4-amino-2,6-dichlorophenoxy)-2-methoxypyridin-3-yl)pyrrolidin-2-one